FC(C1CN(C1)CC1=CC(=C2CN(C(C2=C1)=O)C1=CC(=CC=C1)C1(COC1)[C@@H](C1=NN=CN1C)F)C(F)(F)F)F (S)-6-((3-(difluoromethyl)azetidin-1-yl)methyl)-2-(3-(3-(fluoro(4-methyl-4H-1,2,4-triazol-3-yl)methyl)oxetan-3-yl)phenyl)-4-(trifluoromethyl)isoindolin-1-one